C(C)N1CCC(CC1)C1=CC=C(C=C1)B1OC(C(O1)(C)C)(C)C 1-ethyl-4-(4-(4,4,5,5-tetramethyl-1,3,2-dioxaborolane-2-yl)phenyl)piperidine